5-(6-amino-5-(2-(fluoromethyl)cyclopropyl)pyridazin-3-yl)pyrimidine NC1=C(C=C(N=N1)C=1C=NC=NC1)C1C(C1)CF